C(C)(C)(C)P(C(C)(C)C)C(C)(C)C tri-tert-butylphosphorus